CS(=O)(=O)OC1=C(C(=CC=C1)OS(=O)(=O)C)OS(=O)(=O)C 1,2,3-tris(Methanesulfonyloxy)benzene